C(C)(C)(C)NC[C@@H](COC1=NSN=C1N1CCOCC1)O (2S)-1-(tert-butylamino)-3-{[4-(morpholin-4-yl)-1,2,5-thiadiazol-3-yl]oxy}propan-2-ol